C(#N)C(NC(C1=CC(=CC=C1)NC=1N=NC(=CC1)C1=CC=CC=C1)=O)C1=CC=C(C=C1)F N-(cyano(4-fluorophenyl)methyl)-3-((6-phenylpyridazin-3-yl)amino)benzamide